trans-2,2-dimethyl-3-(2,2-dichlorovinyl)-cyclopropanecarboxylic acid-3-phenoxybenzyl ester O(C1=CC=CC=C1)C=1C=C(COC(=O)[C@@H]2C([C@H]2C=C(Cl)Cl)(C)C)C=CC1